5-Tetrahydrofurandimethanol O1C(CCC1CO)CO